FC(C1=NN=C(O1)C1=CC(=C(CN(S(=O)(=O)CCCC)C2=CC=CC=C2)C=C1)F)F N-(4-(5-(difluoromethyl)-1,3,4-oxadiazol-2-yl)-2-fluorobenzyl)-N-phenylbutane-1-sulfonamide